(S)-2-((tert-Butoxycarbonyl)amino)-5-(pyridin-4-yl)pentanoic acid C(C)(C)(C)OC(=O)N[C@H](C(=O)O)CCCC1=CC=NC=C1